7-[[5-(4-hydroxy-1-piperidyl)-2-pyridyl]amino]-4-(7-methylimidazo[1,2-a]pyridin-3-yl)-2,3-dihydro-pyrrolo[3,4-c]pyridin-1-one OC1CCN(CC1)C=1C=CC(=NC1)NC=1C2=C(C(=NC1)C1=CN=C3N1C=CC(=C3)C)CNC2=O